N1=CC=C(C=C1)C=1NC(=NN1)NC(CC)=O N-(5-(pyridin-4-yl)-4H-1,2,4-triazol-3-yl)propanamide